CCOC(=O)[C@H](C)O (-)-Ethyl lactate